C(C)(C)(C)OC(=O)N[C@@H](C[C@@](C(=O)[O-])(C)COCC)CC1=CC=C(C=C1)C1=C(C=CC(=C1)Cl)F.[Li+] Lithium (2S,4R)-4-((tert-butoxycarbonyl)amino)-5-(5'-chloro-2'-fluoro-[1,1'-biphenyl]-4-yl)-2-(ethoxymethyl)-2-methylpentanoate